OC=1C=C(C2COC3=C(C(=C(C(=C3C2)O)O)O)O)C=CC1OC 3',5,6,7,8-pentahydroxy-4'-methoxyisoflavane